3,6-Dichloro-1-(3-((5-methyl-1-(2-methylpyridin-3-yl)-4-nitro-1H-pyrazol-3-yl)oxy)propyl)-1H-pyrazolo[3,4-d]pyrimidine ClC1=NN(C2=NC(=NC=C21)Cl)CCCOC2=NN(C(=C2[N+](=O)[O-])C)C=2C(=NC=CC2)C